CN(C1(CN(C1)C(=O)[C@@H]1CC2=C(CN1CC)NC(=N2)C2=NNC1=CC(=CC=C21)C2=C(C=C(C(=C2)F)O)CC)C)C (S)-(3-(dimethylamino)-3-methylazetidin-1-yl)(5-ethyl-2-(6-(2-ethyl-5-fluoro-4-hydroxyphenyl)-1H-indazol-3-yl)-4,5,6,7-tetrahydro-3H-imidazo[4,5-c]pyridin-6-yl)methanone